N-[2-(2-methoxyphenyl)propan-2-yl]acetamide COC1=C(C=CC=C1)C(C)(C)NC(C)=O